1''-(3-((4-(hexadecyloxy)phenyl)sulfonyl)-6-(methylsulfinyl)quinolin-4-yl)-[1,4':1',4''-terpiperidin]-3-ol C(CCCCCCCCCCCCCCC)OC1=CC=C(C=C1)S(=O)(=O)C=1C=NC2=CC=C(C=C2C1N1CCC(CC1)N1CCC(CC1)N1CC(CCC1)O)S(=O)C